Cl.FC1=C(C=CC=C1F)C=1C=C2C(=NNC2=CC1)NC(=O)C1CCN(CC1)C N-[5-(2,3-difluorophenyl)-1H-indazol-3-yl]-1-methylpiperidine-4-carboxamide hydrochloride